2-(4-(aminomethyl)piperidin-1-yl)-1-(4-fluorophenyl)ethan-1-one hydrochloride salt Cl.NCC1CCN(CC1)CC(=O)C1=CC=C(C=C1)F